FC=1C=C2C(CC3(SC2=CC1)CCNCC3)=O 6'-Fluorospiro[piperidine-4,2'-thiochromane]-4'-one